5-(4-bromophenyl)-1-methyl-3-phenyl-4-hydroxy-pyrazole BrC1=CC=C(C=C1)C1=C(C(=NN1C)C1=CC=CC=C1)O